COC(=O)N1CCC2(CC1)CC(C1=CC(=CC=C12)Br)OC1=C(C=CC(=C1)OC)CC(=O)OCC 5-bromo-3-(2-(2-ethoxy-2-oxoethyl)-5-methoxyphenoxy)-2,3-dihydrospiro[indene-1,4'-piperidine]-1'-carboxylic acid methyl ester